FC1=CC=C(C=C1)C(C)(C)C p-fluoro-tert-butylbenzene